Benzyl 4-[4-[(4R)-4-[(3,4-dimethoxyphenyl)methyl-methyl-amino]-2-oxo-pyrrolidin-1-yl]phenyl]sulfonylpiperazine-1-carboxylate COC=1C=C(C=CC1OC)CN([C@@H]1CC(N(C1)C1=CC=C(C=C1)S(=O)(=O)N1CCN(CC1)C(=O)OCC1=CC=CC=C1)=O)C